N-tert-butoxycarbonyl-O-tert-butyl-L-serine methyl ester COC([C@@H](NC(=O)OC(C)(C)C)COC(C)(C)C)=O